N-methyl-5-[4-(1-piperidyl)-1H-pyrrolo[2,3-b]pyridin-3-yl]pyridine-3-carboxamide CNC(=O)C=1C=NC=C(C1)C1=CNC2=NC=CC(=C21)N2CCCCC2